C(#N)C1=NN(C2=C(C=CC=C12)N1CCN(CC1)C=1N=C2N(C(C1C)=O)C=C(C=C2[C@@H](C)NC2=C(C(=O)O)C=CC=C2)C)C (R)-2-((1-(2-(4-(3-cyano-1-methyl-1H-indazol-7-yl)piperazin-1-yl)-3,7-dimethyl-4-oxo-4H-pyrido[1,2-a]pyrimidin-9-yl)ethyl)amino)benzoic acid